COC(C1=CN=CC(=C1)C1=CC=C(C=C1)F)=O 5-(4-fluorophenyl)nicotinic acid methyl ester